acrylic octyl ester C(CCCCCCC)OC(C=C)=O